m-trifluoromethylphenylcarbinol FC(C=1C=C(C=CC1)CO)(F)F